C(#N)C[C@@H]1N(CCN(C1)C=1C2=C(N=C(N1)S(=O)C)CN(CC2)C2=C1C=NN(C1=CC(=C2C)C)C2OCCCC2)C(=O)OCC2=CC=CC=C2 benzyl (2S)-2-(cyanomethyl)-4-[7-(5,6-dimethyl-1-tetrahydropyran-2-yl-indazol-4-yl)-2-methylsulfinyl-6,8-dihydro-5H-pyrido[3,4-d]pyrimidin-4-yl]piperazine-1-carboxylate